ethyl 4-iodo-6-methoxy-5-((1-methoxy-1-oxopropan-2-yl)oxy)benzo[b]thiophene-2-carboxylate IC1=C(C(=CC=2SC(=CC21)C(=O)OCC)OC)OC(C(=O)OC)C